acryloylazocane C(C=C)(=O)N1CCCCCCC1